ClC1=C(C(=CC=C1)F)OB(O)O (2-chloro-6-fluorophenyl)boric acid